C(C)(C)(C)P(C1(C(C(C(C(C1C)(C(C)C)C)C)(C(C)C)C)C1=CC=CC=C1)C(C)C)C(C)(C)C 2-di-tert-butylphosphino-3,4,5,6-tetramethyl-2,4,6-triisopropyl-1,1-biphenyl